3-(3-chlorophenyl)-3-((7-methoxy-6-(piperidin-4-yloxy)quinazolin-4-yl)amino)propan-1-ol hydrochloride Cl.ClC=1C=C(C=CC1)C(CCO)NC1=NC=NC2=CC(=C(C=C12)OC1CCNCC1)OC